C(C=CC1=CC=CC=C1)(=O)C1=C(C=CS1)C 5-cinnamoyl-4-methylthiophene